(2-methyl-4-phenyl-1,5,6,7-tetrahydro-s-indacen-1-yl)dimethylcyclopentadienyl-silane methyl-2-(3-(2,4-difluorophenyl)-1-methylureido)-5-oxo-5H-thieno[3,2-b]pyran-6-carboxylate COC(=O)C1=CC2=C(OC1=O)C=C(S2)N(C(=O)NC2=C(C=C(C=C2)F)F)C.CC=2C(C1=CC=3CCCC3C(=C1C2)C2=CC=CC=C2)[Si](C2C=CC=C2)(C)C